(4-(((tert-butoxycarbonyl) amino) methyl) piperidin-1-yl) nonanoate C(CCCCCCCC)(=O)ON1CCC(CC1)CNC(=O)OC(C)(C)C